COC(CC=1N=C2CCCN(C2=CC1)C(=O)OC(C)(C)C)=O tert-butyl 6-(2-methoxy-2-oxoethyl)-3,4-dihydro-1,5-naphthyridine-1(2H)-carboxylate